2-(4-((1H-indol-5-yl)methyl)morpholin-2-yl)-N-(2-methoxyethyl)quinoline-4-carboxamide N1C=CC2=CC(=CC=C12)CN1CC(OCC1)C1=NC2=CC=CC=C2C(=C1)C(=O)NCCOC